tert-butyl N-[(1S)-1-carbamoylethyl]carbamate C(N)(=O)[C@H](C)NC(OC(C)(C)C)=O